(3R,5R,8R,9S,10S,13S,14S,17R)-17-((2S,3R)-3-hydroxybutan-2-yl)-10,13-dimethyl-3-(trifluoromethyl)hexadecahydro-1H-cyclopenta[a]phenanthren-3-ol O[C@@H]([C@@H](C)[C@H]1CC[C@H]2[C@@H]3CC[C@@H]4C[C@@](CC[C@@]4([C@H]3CC[C@]12C)C)(O)C(F)(F)F)C